6-((3-oxo-2-((2-oxo-2,3-dihydrobenzo[d]oxazol-6-yl)methyl)isoindolin-1-yl)methyl)picolinonitrile O=C1N(C(C2=CC=CC=C12)CC1=CC=CC(=N1)C#N)CC1=CC2=C(NC(O2)=O)C=C1